(phenyl)(dibenzothiophenylphenyl)(diphenylfluorenyl)amine C1(=CC=CC=C1)N(C1=C(C(=CC=2C3=CC=CC=C3CC12)C1=CC=CC=C1)C1=CC=CC=C1)C1=C(C=CC=C1)C1=CC=CC=2SC3=C(C21)C=CC=C3